FC(CO)(C(F)(F)F)OC(C(C(C(C(F)(F)F)(F)F)(F)F)(F)F)(F)F 2,3,3,3-Tetrafluoro-2-(perfluoropentoxy)propan-1-ol